CC1=C(C=CC=C1)NC(=O)N 1-(methylphenyl)urea